CSCC[C@@H](C(NC=1SC=C(N1)C1=CC=CC=C1)=O)NC(=O)C=1C=C2C(C(NC2=CC1)=O)=O N-[(1S)-3-methylsulfanyl-1-[(4-phenylthiazol-2-yl)carbamoyl]propyl]-2,3-dioxo-indoline-5-carboxamide